C(C)(C)(C)OC(=O)N1CCOCC=C1C1=CC(=CC(=C1)Cl)C1=NC=NC(=N1)N.C1(=CC=CC=C1)S(=O)(=O)N1CCNCC1 1-(phenylsulfonyl)piperazine tert-butyl-5-(3-(4-amino-1,3,5-triazin-2-yl)-5-chlorophenyl)-2,3-dihydro-1,4-oxazepine-4(7H)-carboxylate